((2R)-2-((2S)-2-((2S)-2-amino-3-(1-((4-hydroxyphenyl)(phenyl)methyl)-1H-imidazol-4-yl)propanamido)-6-octanamidohexanamido)-3-(p-tolyl)propanoyl)-L-tyrosine N[C@H](C(=O)N[C@H](C(=O)N[C@@H](C(=O)N[C@@H](CC1=CC=C(C=C1)O)C(=O)O)CC1=CC=C(C=C1)C)CCCCNC(CCCCCCC)=O)CC=1N=CN(C1)C(C1=CC=CC=C1)C1=CC=C(C=C1)O